C1(CC1)C(=O)C1=CC(=NC=C1)OC cyclopropyl(2-methoxypyridin-4-yl)methanone